1,3-diphenylisobenzofurane C1(=CC=CC=C1)C=1OC(=C2C=CC=CC12)C1=CC=CC=C1